ClC=1N=C(C2=C(N1)N(C=C2)COCC[Si](C)(C)C)OCC=2C=NC(=C(C2)F)C=2N(C=C(N2)C(F)(F)F)C2CC2 2-[[2-chloro-4-[[6-[1-cyclopropyl-4-(trifluoromethyl)imidazol-2-yl]-5-fluoro-3-pyridyl]methoxy]pyrrolo[2,3-d]pyrimidin-7-yl]methoxy]ethyl-trimethyl-silane